N-(3-(furan-2-yl)-4-((methylamino)methyl)phenyl)benzenesulfonamide O1C(=CC=C1)C=1C=C(C=CC1CNC)NS(=O)(=O)C1=CC=CC=C1